(tris(o-tolyl)phosphine) palladium (0) [Pd].C1(=C(C=CC=C1)P(C1=C(C=CC=C1)C)C1=C(C=CC=C1)C)C